F[C@H]1CN(CC[C@H]1O)C1=NC=CC(=N1)NC1=CC=2C(=C(N=NC2C(C)C)NC)C=N1 (3S,4R)-3-fluoro-1-(4-((1-isopropyl-4-(methylamino)pyrido[3,4-d]pyridazin-7-yl)amino)pyrimidin-2-yl)piperidin-4-ol